C(#N)C1=CC=C(CNC(=O)C2=NN(C=3C(N(CCC32)CC3(CC3)S(=O)(=O)C(C)([C@H](CO)O)C)=O)C)C=C1 (S)-N-(4-cyanobenzyl)-6-((1-((3,4-dihydroxy-2-methylbutan-2-yl)sulfonyl)cyclopropyl)methyl)-1-methyl-7-oxo-4,5,6,7-tetrahydro-1H-pyrazolo[3,4-c]pyridine-3-carboxamide